9,12,15-trioxa-4,20,21-triazatetracyclo[14.5.2.12,6.019,22]tetracosa-1(21),2(24),3,5,16(23),17,19(22)-heptaene C=12C=3C=NC=C(CCOCCOCCOC=4C=CC(NN1)=C2C4)C3